7-{5-[(2,2-Dimethylpiperidin-4-yl)oxy][1,3]thiazolo[5,4-d][1,3]thiazol-2-yl}-4-(1H-pyrazol-4-yl)-1H-pyrrolo[2,3-c]pyridin CC1(NCCC(C1)OC=1SC2=C(N1)SC(=N2)C=2N=CC(=C1C2NC=C1)C=1C=NNC1)C